COC1=CC=C(C=C1)N(C([C@H](CC1=CC=CC=C1)NC(CN1C(CNCC1)C1=CC(C(C=C1)C)=O)=O)=O)C (S)-N-(4-methoxyphenyl)-N-methyl-2-(2-(2-oxo-4-tolylpiperazin-1-yl)acetylamino)-3-phenylpropanamide